5,6,7,8-tetrahydroquinolin N1=CC=CC=2CCCCC12